(9Z,9'Z,12Z,12'Z)-2-(2-((tert-butoxycarbonyl)amino)acetoxy)propane-1,3-diyl bis(octadeca-9,12-dienoate) C(CCCCCCC\C=C/C\C=C/CCCCC)(=O)OCC(COC(CCCCCCCC=CCC=CCCCCC)=O)OC(CNC(=O)OC(C)(C)C)=O